[(2S,3S,4E,6R,7S,10R)-2-[(E)-1-(3-fluoro-5-morpholin-4-ylphenyl)prop-1-en-2-yl]-10-hydroxy-3,7-dimethyl-12-oxo-1-oxacyclododec-4-en-6-yl] N-(2-cyanoethyl)-N-methylcarbamate C(#N)CCN(C(O[C@H]1/C=C/[C@@H]([C@H](OC(C[C@@H](CC[C@@H]1C)O)=O)/C(=C/C1=CC(=CC(=C1)N1CCOCC1)F)/C)C)=O)C